1,8-bis[4-(4-aminophenoxy)phenoxy]octane tert-butyl-3-[[5-amino-7-[2-(ethylcarbamoylamino)ethoxy-propylcarbamoyl]-6H-thieno[3,2-b]azepin-2-yl]methyl]azetidine-1-carboxylate C(C)(C)(C)OC(=O)N1CC(C1)CC1=CC=2N=C(CC(=CC2S1)C(N(CCC)OCCNC(NCC)=O)=O)N.NC1=CC=C(OC2=CC=C(OCCCCCCCCOC3=CC=C(C=C3)OC3=CC=C(C=C3)N)C=C2)C=C1